ClC1=CC(=C(N)C=C1)OC1=CC=C(C=C1)Cl 4-Chloro-2-(4-chlorophenoxy)aniline